5-(cyclobutoxy)-3-fluoro-pyridine-2-carbaldehyde C1(CCC1)OC=1C=C(C(=NC1)C=O)F